2,6-dimethyl-N-ethylpiperidinium CC1[NH+](C(CCC1)C)CC